methyl (2S)-6-amino-2-[[2-[[4-[[(3R,4R)-1-(2-cyanoacetyl)-4-methyl-3-piperidyl]-methyl-amino]pyrrolo[2,3-d]pyrimidine-7-carbonyl]amino]acetyl]amino]hexanoate hydrochloride Cl.NCCCC[C@@H](C(=O)OC)NC(CNC(=O)N1C=CC2=C1N=CN=C2N(C)[C@H]2CN(CC[C@H]2C)C(CC#N)=O)=O